TBDPStert-butyl-diphenyl-silane [Si](C1=CC=CC=C1)(C1=CC=CC=C1)(C(C)(C)C)[Si](C1=CC=CC=C1)(C1=CC=CC=C1)C(C)(C)C